(S)-4-(2-naphthyl)-5,5-dimethyl-oxazolidinone methyl-3-(bis(t-butoxycarbonyl)amino)-5-bromopyridinecarboxylate COC(=O)C1=NC=C(C=C1N(C(=O)OC(C)(C)C)C(=O)OC(C)(C)C)Br.C1=C(C=CC2=CC=CC=C12)[C@@H]1NC(OC1(C)C)=O